4-aminoantipyrin CC1=C(C(=O)N(N1C)C2=CC=CC=C2)N